pyrazine-carboxamide N1=C(C=NC=C1)C(=O)N